C(CCC)NC[C@H](O)C1=CC=C(C=C1)O (R)-2-(butylamino)-1-(p-hydroxyphenyl)-1-ethanol